N-[2-(2-methoxyethoxy)ethyl]-N-(2-methoxyethyl)-N,N-dimethyl-ammonium bromide [Br-].COCCOCC[N+](C)(C)CCOC